ClC=1C=CC(=C(C1)C1=CC(NN=C1OC)=O)C(C(F)F)=O 5-(5-chloro-2-(2,2-difluoroacetyl)phenyl)-6-methoxypyridazin-3(2H)-one